(R)-4-chloro-N-(8,9-difluoro-6-oxo-1,2,3,4,5,6-hexahydrobenzo[c][1,7]naphthyridin-1-yl)-3,5-difluoro-N-methylbenzamide ClC1=C(C=C(C(=O)N(C)[C@@H]2C=3C4=C(C(NC3CNC2)=O)C=C(C(=C4)F)F)C=C1F)F